3-(2H-1,2,3-triazol-4-yl)benzonitrile N=1NN=C(C1)C=1C=C(C#N)C=CC1